tert-butyl 4-(4-((tert-butyldiphenylsilyl)oxy)-3-methyltetrahydrofuran-3-yl)piperazine-1-carboxylate [Si](C1=CC=CC=C1)(C1=CC=CC=C1)(C(C)(C)C)OC1C(COC1)(C)N1CCN(CC1)C(=O)OC(C)(C)C